O1COC2=C1C=CC(=C2)/C=C/C(=O)N(CC=2SC=CC2)C=2C=NNC2C (E)-3-(benzo[d][1,3]dioxol-5-yl)-N-(5-methyl-1H-pyrazol-4-yl)-N-(thiophen-2-ylmethyl)acrylamide